(E)-N-(4-(3,4-difluorophenyl)-5-(oxetan-3-yl)thiazol-2-yl)-5-((2-hydroxy-3-methoxybenzylidene)amino)-3-methylpyridine-2-sulfonamide FC=1C=C(C=CC1F)C=1N=C(SC1C1COC1)NS(=O)(=O)C1=NC=C(C=C1C)/N=C/C1=C(C(=CC=C1)OC)O